N1CCC(CC1)C1=CC=C(C=C1)N[C@@H]1C(NC(CC1)=O)=O (S)-3-((4-(piperidin-4-yl)phenyl)amino)piperidine-2,6-dione